N[C@H](C(=O)N[C@@H](C[C@H]1C(NCCC1)=O)C#N)CC1CC1 (2S)-2-amino-N-[(1S)-1-cyano-2-[(3S)-2-oxo-3-piperidyl]ethyl]-3-cyclopropyl-propanamide